C(CNC(=O)C1=CC=CC=C1)(=O)O.N[C@H](CO)CN1N=C(C=C1)C1=CC=C(C=C1)OC1=NC=C(C=C1F)C1=NNC=C1 (S)-2-amino-3-(3-(4-((3-fluoro-5-(1H-pyrazol-3-yl)pyridin-2-yl)oxy)phenyl)-1H-pyrazol-1-yl)propan-1-ol hippurate salt